BrN1C(CC2=CC(=CC=C12)C(=O)N)=O bromo-2-oxoindoline-5-carboxamide